n-Amylisocyanat C(CCCC)N=C=O